tert-butyl 4-[5-methyl-1-[6-(trifluoromethyl)-2-naphthyl]pyrazol-3-yl]piperazine-1-carboxylate CC1=CC(=NN1C1=CC2=CC=C(C=C2C=C1)C(F)(F)F)N1CCN(CC1)C(=O)OC(C)(C)C